SCCC(C1=CC(=C(C(=C1)C(C)(C)C)O)C(C)(C)C)C(C(=O)OCCCCCCCCCCCC)(C(=O)[O-])CC1=CC(=C(C(=C1)C(C)(C)C)O)C(C)(C)C dodecyl mercaptoethyl-2,2-bis(3,5-di-tert-butyl-4-hydroxybenzyl)-malonate